N(=[N+]=[N-])CCOCCOCCC(NCCCC(N[C@@H](C(NCCOCCOCCOCCOCCC(=O)OC1=C(C(=C(C(=C1F)F)F)F)F)=O)CCCCNC(CCOCCOCCN=[N+]=[N-])=O)=O)=O perfluorophenyl (R)-1-azido-16-(4-(3-(2-(2-azidoethoxy)ethoxy)propanamido)butyl)-9,14,17-trioxo-3,6,21,24,27,30-hexaoxa-10,15,18-triazatritriacontan-33-oate